3-(3',4'-dimethoxy-2-(2-trityl-2H-tetrazol-5-yl)-[1,1'-biphenyl]-4-yl)-1-methyl-1-(4-methylcyclohexyl)urea COC=1C=C(C=CC1OC)C1=C(C=C(C=C1)NC(N(C1CCC(CC1)C)C)=O)C=1N=NN(N1)C(C1=CC=CC=C1)(C1=CC=CC=C1)C1=CC=CC=C1